F[C@@H](CN(CCC(C(=O)O)NC1=NC=NC=C1C1=CC=CC=C1)CCCCC1=NC=2NCCCC2C=C1)COC 4-(((S)-2-fluoro-3-methoxypropyl)(4-(5,6,7,8-tetrahydro-1,8-naphthyridin-2-yl)butyl)amino)-2-((5-phenylpyrimidin-4-yl)amino)butanoic acid